CC1(N2C(COC1)=NN=C2)C 5,5-Dimethyl-5,6-dihydro-8H-[1,2,4]triazolo[3,4-c][1,4]oxazine